CN1[C@H]2CC(CC1CC2)NC=2C=C1C(=CN2)SC(=C1)C(=O)N 5-[[(1R)-8-methyl-8-azabicyclo[3.2.1]octan-3-yl]amino]thieno[2,3-c]pyridine-2-carboxamide